1-bromo-3-cyclopentyloxybenzene BrC1=CC(=CC=C1)OC1CCCC1